tert-butyl (1S,4aS,8aR)-1-methyl-5-oxo-1,3,4,4a,6,7,8,8a-octahydroisoquinoline-2-carboxylate C[C@@H]1N(CC[C@@H]2C(CCC[C@@H]12)=O)C(=O)OC(C)(C)C